C(#N)C=1C=C(C(=O)OC)C=C(C1)OC1=C(C(=CC=C1)OCC1=CC=C(C=C1)OC)C=O methyl 3-cyano-5-{2-formyl-3-[(4-methoxyphenyl)methoxy]phenoxy}benzoate